N-(2-(3-hydroxy-3-methylbutyl)-6-thiomorpholino-2H-indazol-5-yl)-3-nitrobenzamide OC(CCN1N=C2C=C(C(=CC2=C1)NC(C1=CC(=CC=C1)[N+](=O)[O-])=O)N1CCSCC1)(C)C